NC=1C(=CC(=C(C1)C1=CC2=C(N=C(N=C2)N(C(=O)C2=NC=CC(=C2)C(F)(F)F)C)N2C1=NCC2)Br)F N-(6-(5-amino-2-bromo-4-fluorophenyl)-8,9-dihydroimidazo[1',2':1,6]pyrido[2,3-d]pyrimidin-2-yl)-N-methyl-4-(trifluoromethyl)pyridineamide